trans-petroselinic acid C(CCCC\C=C\CCCCCCCCCCC)(=O)O